2-(4-bromophenyl)dibenzofuran BrC1=CC=C(C=C1)C1=CC2=C(OC3=C2C=CC=C3)C=C1